CNCCS(=O)(=O)O.[Na] sodium N-methyl-taurine